2,2,6,6-tetramethylpiperidine-N-oxide CC1([NH+](C(CCC1)(C)C)[O-])C